N1CC(C1)C1CCN(CC1)C(=O)OCC1=CC=CC=C1 benzyl 4-(azetidin-3-yl)piperidine-1-carboxylate